1-(3-(N-(phenylmethoxy)acetamido)propionyl)-N-(2-(difluoromethoxy)-6-methylpyridin-3-yl)-3-(2-isopropylphenyl)azetidine-3-carboxamide C1(=CC=CC=C1)CON(C(C)=O)CCC(=O)N1CC(C1)(C(=O)NC=1C(=NC(=CC1)C)OC(F)F)C1=C(C=CC=C1)C(C)C